FC1([C@H](C1)C(=O)NC1=NC=C2C=C(C=NC2=C1)C=1C=NC(=CC1C)[C@@](CC)([2H])O)F (R)-2,2-difluoro-N-(3-(6-((S)-1-hydroxypropyl-1-d)-4-methylpyridin-3-yl)-1,6-naphthyridin-7-yl)cyclopropane-1-carboxamide